C(C)(C)C=1C=C(C=C(C1N1C(=NC=C1)C1=CC(=CC=C1)OC)C(C)C)C1=CC=CC=C1 1-(3,5-diisopropyl-[1,1'-biphenyl]-4-yl)-2-(3-methoxyphenyl)-1H-imidazole